5-hydroxy-1H-pyrazole-1,4-dicarboxylic acid 1-(tert-butyl) ester 4-ethyl ester C(C)OC(=O)C=1C=NN(C1O)C(=O)OC(C)(C)C